6-(4-((aminooxy)methyl)-1H-1,2,3-triazol-1-yl)hexanamide NOCC=1N=NN(C1)CCCCCC(=O)N